O=C1NC(CC[C@H]1N1C(C2=CC=C(C=C2C1=O)NCC(=O)N1CCC(CC1)CN1CCC(CC1)CNC1=C2N=CN(C2=NC=N1)C1CC(C1)NC(C1=NC(=CC=C1)C)=O)=O)=O N-((1r,3r)-3-(6-(((1-((1-((2-(2,6-dioxopiperidin-3-yl)-1,3-dioxoisoindolin-5-yl)glycyl)piperidin-4-yl)methyl)piperidin-4-yl)methyl)amino)-9H-purin-9-yl)cyclobutyl)-6-methylpicolinamide